F[C@@H]1C[C@@H](N2N=C(N=C21)C(CC)=O)C2=CC=CC=C2 |r| racemic-1-[rac-(5r,7r)-7-fluoro-5-phenyl-6,7-dihydro-5H-pyrrolo[1,2-b][1,2,4]triazol-2-yl]propan-1-one